9,10-Dihydro-9-Oxa-10-Phosphaphenanthren-10-Oxid C1=CC=CC=2C3=CC=CC=C3OP(C12)=O